3-amino-4'-chloro-[1,1'-biphenyl]-2,4-dinitrile NC1=C(C(=CC=C1C#N)C1=CC=C(C=C1)Cl)C#N